F[P-](F)(F)(F)(F)F.CN(C(=[N+](C)C)O)C tetramethyl-uronium hexafluoro-phosphate